(4-(5-(difluoromethyl)-1,3,4-oxadiazol-2-yl)-2-fluorobenzyl)-N-(4-fluorophenyl)thiomorpholine-4-carboxamide 1,1-dioxide FC(C1=NN=C(O1)C1=CC(=C(CC2N(CCS(C2)(=O)=O)C(=O)NC2=CC=C(C=C2)F)C=C1)F)F